6-(1-benzyl-1H-indazol-6-yl)-5-ethoxy-2-methylpyridazin-3(2H)-one C(C1=CC=CC=C1)N1N=CC2=CC=C(C=C12)C=1C(=CC(N(N1)C)=O)OCC